C(#N)\C(=C/C1=C(N(C(=C1)C)C=1SC(=CC1C#N)C)C)\C1=NC2=C(C=NC(=C2)OC)N1 (E)-2-(3-(2-cyano-2-(6-methoxy-3H-imidazo[4,5-c]pyridine-2-yl)vinyl)-2,5-dimethyl-1H-pyrrole-1-yl)-5-methylthiophene-3-nitrile